5-({1-[(tert-butyldiphenylsilyl)oxy]-3-methoxypropan-2-yl}oxy)-N-[5-(5-acetamidopyrazol-1-yl)-1,3,4-thiadiazol-2-yl]-4-iodo-6-oxopyran-2-carboxamide [Si](C1=CC=CC=C1)(C1=CC=CC=C1)(C(C)(C)C)OCC(COC)OC1=C(C=C(OC1=O)C(=O)NC=1SC(=NN1)N1N=CC=C1NC(C)=O)I